N-{(6R)-2-[4-(2,6-difluorophenyl)-5-fluoro-6-methyl-1,2-benzoxazol-3-yl]-7,7-difluoro-3-oxo-2,5,6,7-tetrahydro-3H-pyrrolo[1,2-c]imidazol-6-yl}methanesulfonamide FC1=C(C(=CC=C1)F)C1=C(C(=CC2=C1C(=NO2)N2C(N1C(=C2)C([C@@H](C1)NS(=O)(=O)C)(F)F)=O)C)F